CN1N=C2C=CC=C(C2=C1)C(C)N 1-(2-methyl-2H-indazol-4-yl)-ethanamine